COC1(CNC1)C 3-methoxy-3-methylazetidin